BrC=1C(=CC(=NC1)N1C[C@H](CC1)C(=O)NC)F (3S)-1-(5-bromo-4-fluoropyridin-2-yl)-N-methylpyrrolidine-3-carboxamide